2-[[6-[(5-chloro-2,6-difluoro-4-pyrimidinyl)amino]-1-hydroxy-3-sulpho-2-naphthyl]azo]naphthalene-1,5-disulphonic acid, sodium salt [Na+].ClC=1C(=NC(=NC1F)F)NC=1C=C2C=C(C(=C(C2=CC1)O)N=NC1=C(C=2C=CC=C(C2C=C1)S(=O)(=O)[O-])S(=O)(=O)[O-])S(=O)(=O)[O-].[Na+].[Na+]